(±)-N-[(1H-benzimidazol-2-yl)methyl]-6-cyclopropyl-1-[4-(dimethylamino)butan-2-yl]-1H-pyrazolo[3,4-b]pyrazin-3-amine N1C(=NC2=C1C=CC=C2)CNC2=NN(C1=NC(=CN=C12)C1CC1)[C@H](C)CCN(C)C |r|